1-Norbornan-2-ylpropan C12C(CC(CC1)C2)CCC